1,3-dimethyluric acid CN1C(=O)N(C=2NC(=O)NC2C1=O)C